tert-Butyl (4-acrylamido-2-(1-methyl-1H-imidazol-4-yl)phenyl)(4-(trifluoromethyl)benzyl)carbamate C(C=C)(=O)NC1=CC(=C(C=C1)N(C(OC(C)(C)C)=O)CC1=CC=C(C=C1)C(F)(F)F)C=1N=CN(C1)C